FC(OC=1C=C(C=CC1)C1=NN(C=2C[C@@H](CCC12)C(=O)N[C@@]1(CS(CC1)(=O)=O)C)C1=CC=C(C=C1)F)F (R)-3-(3-(difluoromethoxy)phenyl)-1-(4-fluorophenyl)-N-((S)-3-methyl-1,1-dioxidotetrahydrothiophen-3-yl)-4,5,6,7-tetrahydro-1H-indazole-6-carboxamide